ClC1=C2C(=NN(C2=C(C=C1)[N+](=O)[O-])C)CS(=O)(=O)NS(=O)(=O)C (4-chloro-1-methyl-7-nitro-1H-indazol-3-yl)-N-(methylsulfonyl)methanesulfonamide